3,5-difluoro-4-hydroxy-N-({(1r,4r)-4-[6-(6-methoxypyridin-3-yl)-2H-indazol-2-yl]cyclohexyl}methyl)benzamide, trifluoroacetate salt FC(C(=O)O)(F)F.FC=1C=C(C(=O)NCC2CCC(CC2)N2N=C3C=C(C=CC3=C2)C=2C=NC(=CC2)OC)C=C(C1O)F